S1C2=C(C=C1)C=CC(=C2)N2C[C@@H](CC2)C(=O)N[C@@H]([C@H](O)C2=CC1=C(OCCO1)C=C2)CN2CCCC2 (R)-1-(benzo[b]thiophen-6-yl)-N-((1R,2R)-1-(2,3-dihydrobenzo[b][1,4]dioxin-6-yl)-1-hydroxy-3-(pyrrolidin-1-yl)propan-2-yl)pyrrolidine-3-carboxamide